(1S,3S)-3-((6-(5-((((Benzyloxy)carbonyl)amino)methyl)-1-methyl-1H-pyrazol-4-yl)-2-methylpyridin-3-yl)oxy)cyclohexan C(C1=CC=CC=C1)OC(=O)NCC1=C(C=NN1C)C1=CC=C(C(=N1)C)OC1CCCCC1